C(CCC)OC1=CC=C2C=CC=C(C2=C1)CC(=O)O α-(7-butoxy-1-naphthalenyl)-acetic acid